6-(dimethylamino)-2-methoxy-1-naphthaldehyde CN(C=1C=C2C=CC(=C(C2=CC1)C=O)OC)C